4-[[(7R)-8-cyclopentyl-7-ethyl-5-methyl-6-oxo-7H-pteridin-2-yl]amino]-N-[2-[2-[2-[2-(3-hydroxypropoxy)ethoxy]ethoxy]ethoxy]ethyl]-3-methoxybenzamide C1(CCCC1)N1[C@@H](C(N(C=2C=NC(=NC12)NC1=C(C=C(C(=O)NCCOCCOCCOCCOCCCO)C=C1)OC)C)=O)CC